(1-(3-methoxybenzyl)-1H-indol-5-yl)acrylamide COC=1C=C(CN2C=CC3=CC(=CC=C23)C(C(=O)N)=C)C=CC1